N-(7-methoxy-4-(1-phenyl-1H-1,2,3-triazol-5-yl)quinazolin-6-yl)propionamide COC1=C(C=C2C(=NC=NC2=C1)C1=CN=NN1C1=CC=CC=C1)NC(CC)=O